4-(4-Chloro-3-fluorophenyl)-1-(3-(pyridin-4-yl)-1H-pyrazol-5-yl)piperidin-2-one ClC1=C(C=C(C=C1)C1CC(N(CC1)C1=CC(=NN1)C1=CC=NC=C1)=O)F